CC=1C=C(C=NNC2=C3N=CN(C3=NC(=N2)N2CCOCC2)C=2C=C(C=CC2)C)C=CC1 4-(6-(2-(3-methylbenzylidene)hydrazinyl)-9-(m-tolyl)-9H-purin-2-yl)morpholine